4-Ethyl-1-(7-fluoro-4-isopropyl-2-(2-methoxy-3,5-dimethylpyridin-4-yl)quinoline-6-yl)-3-(hydroxymethyl)-1H-1,2,4-triazol-5(4H)-one C(C)N1C(=NN(C1=O)C=1C=C2C(=CC(=NC2=CC1F)C1=C(C(=NC=C1C)OC)C)C(C)C)CO